3-propylphenol C(CC)C=1C=C(C=CC1)O